2,6-dimethylbenzonitrile N-oxide CC1=C(C#[N+][O-])C(=CC=C1)C